C1=CC(=CC=C1CC2=CC=C(C=C2)F)F 4,4-difluorodiphenylmethane